CS(=NC(C1=NC=C(C=C1)C1=NOC(=N1)C(F)(F)F)=O)(C1=CC=CC=C1)=O N-(methyl(oxo)(phenyl)-λ6-sulfaneylidene)-5-(5-(trifluoromethyl)-1,2,4-oxadiazol-3-yl)picolinamide